methyl 3-(2-(tosyloxy)ethyl)-5-(triisopropylsilyl)pent-4-ynoate S(=O)(=O)(C1=CC=C(C)C=C1)OCCC(CC(=O)OC)C#C[Si](C(C)C)(C(C)C)C(C)C